C1=CC=C2C(=C1)C=CC3=CC4=C(C=CC5=CC=CC=C54)C=C32 dibenzo(ah)anthracene